COCC1(CCN(CC1)C1=C2C=NN(C2=CC=C1)C)C 4-[4-(methoxymethyl)-4-methylpiperidin-1-yl]-1-methyl-1H-indazol